6-(4-ethylbenzyl)-3-(3-chlorobenzyl)-1,2,3,4,6,8,9,10-octahydro-5H-pyrido[3,4-e]pyrimido[1,2-a]pyrimidin-5-one C(C)C1=CC=C(CN2C=3N(C4=C(C2=O)CN(CC4)CC4=CC(=CC=C4)Cl)CCCN3)C=C1